COCOC1=C(C(=CC(=C1)C(F)(F)F)C)C1=CC2=C(N=N1)N(C=C2)C2CC(C2)(O)C (1s,3s)-3-{3-[2-(methoxymethoxy)-6-methyl-4-(trifluoromethyl)phenyl]-7H-pyrrolo[2,3-c]pyridazin-7-yl}-1-methylcyclobutanol